C(C1=CC=CC=C1)C1=C(SC(=C1)Cl)C(=O)NC[C@@H](CCl)O benzyl-(S)-5-chloro-N-(3-chloro-2-hydroxypropyl)thiophene-2-carboxamide